OCC(C1=CC[C@H]2[C@@H]3CCC4=CC(CC[C@]4(C)C3=CC[C@]12C)=O)=O 21-hydroxy-pregna-4,9(11),16-triene-3,20-dione